FC1=C(C(=CC=C1)C)N1CC(C1)C1=CC(=C(CN2CCC(CC2)C(=O)OC)C(=C1)C)C methyl 1-(4-(1-(2-fluoro-6-methylphenyl)azetidin-3-yl)-2,6-dimethylbenzyl)-piperidine-4-carboxylate